BrC=1C=C2C(NC(N(C2=CC1)C)=O)=O 6-bromo-1-methyl-quinazoline-2,4(1H,3H)-dione